N1(C=NC=2C1=C1C(=NC2)NC=C1)C12CC(C1)(C2)NC(CCC)=O N-(3-(imidazo[4,5-d]pyrrolo[2,3-b]pyridin-1(6H)-yl)bicyclo[1.1.1]pentan-1-yl)butanamide